4-bromo-1-(2,6-dioxopiperidin-3-yl)-1H-pyrrolo[2,3-b]pyridin-5-yl sulfurofluoridate S(OC=1C(=C2C(=NC1)N(C=C2)C2C(NC(CC2)=O)=O)Br)(=O)(=O)F